S1C(=NC=C1)COC1=CC=C(C=C1)NC1=NC=NC2=CC=C3C(=C12)OCCN3 N-(4-(thiazol-2-ylmethoxy)phenyl)-3,4-dihydro-2H-[1,4]oxazino[2,3-f]quinazolin-10-amine